1-methyl-3-oxo-3,4-dihydroisoquinoline-4-carbonitrile CC1=NC(C(C2=CC=CC=C12)C#N)=O